(R)-8-cyclopentyl-7-ethyl-2-{{7-methoxy-2-{2-[4-(methylsulfonyl)piperazin-1-yl]acetyl}-1,2,3,4-tetrahydroisoquinolin-6-yl}amino}-5-methyl-7,8-dihydropterin C1(CCCC1)N1C(CN(C=2C(N[C@](NC12)(N)NC=1C=C2CCN(CC2=CC1OC)C(CN1CCN(CC1)S(=O)(=O)C)=O)=O)C)CC